NC=1C=C(C(=C(C1)[C@@H](C)NC(=O)C=1C=2N(C=C(C1)C=1C=NN(C1)C)C[C@H](N2)C)F)C(F)(F)F (R)-N-((R)-1-(5-amino-2-fluoro-3-(trifluoromethyl)phenyl)ethyl)-2-methyl-6-(1-methyl-1H-pyrazol-4-yl)-2,3-dihydroimidazo[1,2-a]pyridine-8-carboxamide